[N+](=O)([O-])C=1C=C(C=CC1)[I+]C1=CC(=CC=C1)[N+](=O)[O-] bis(3-nitrophenyl)iodonium